C(C)C1=CC=C(N1)C(=O)NC1=CC=CC=C1 5-ethyl-N-phenyl-1H-pyrrole-2-carboxamide